alpha-(isopropylphenyl)-isopropyl peroxide C(C)(C)C1=C(C=CC=C1)C(C)(C)OOC(C)(C)C1=C(C=CC=C1)C(C)C